N1N=NN=C1COC1CCN(C1)C(=O)N 4-[(1H-1,2,3,4-tetrazol-5-yl)methoxy]pyrrolidine-1-carboxamide